N-(2-ethylbutyl)benzene-1,2-diamine C(C)C(CNC=1C(=CC=CC1)N)CC